[NH4+].P(=O)(OCCN(C(CCCCC1=CC(=CC=C1)OCCCCC1=CC=C(C=C1)OC(F)(F)F)=O)CC1=CC=C(C=C1)OC)(O)O 2-{(4-Methoxybenzyl)[5-(3-{4-[4-(trifluoromethoxy)phenyl]butoxy}phenyl)pentanoyl]amino}ethyl dihydrogen phosphate ammonium salt